C(C)OC1=NC=CC(=C1C1=CC=2C(=CN=C(C2)NC(=O)[C@H]2[C@H](C2)F)N1C)C (1S,2S)-N-[2-(2-ethoxy-4-methylpyridin-3-yl)-1-methylpyrrolo[2,3-c]pyridin-5-yl]-2-fluorocyclopropane-1-carboxamide